6-(2-chlorophenyl)-2-{[3-methyl-4-(4-methyl-1,4-diazepan-1-yl)phenyl]amino}imidazo[1,2-a]pyrimido[5,4-e]pyrimidin-5(6H)-one ClC1=C(C=CC=C1)N1C=2N(C3=C(C1=O)C=NC(=N3)NC3=CC(=C(C=C3)N3CCN(CCC3)C)C)C=CN2